CN1C2=C(C3=C1C(N(N=C3)CC3=C1C=NN(C1=CC=C3)COCC[Si](C)(C)C)=O)SC=N2 4-Methyl-6-((1-((2-(trimethylsilyl)ethoxy)methyl)-1H-indazol-4-yl)methyl)-4,6-dihydro-5H-thiazolo[5',4':4,5]pyrrolo[2,3-d]pyridazin-5-one